3-methyl-1-(oxetan-3-yl)-1H-pyrazolo[4,3-b]Pyridine-5-carboxylic acid methyl ester COC(=O)C1=CC=C2C(=N1)C(=NN2C2COC2)C